2-[4-(2-Ethylamino-1-methyl-2-oxoethyl)phenoxy]-3-Pyridinecarboxylic acid C(C)NC(C(C)C1=CC=C(OC2=NC=CC=C2C(=O)O)C=C1)=O